m-[2-(cyclopentylamino)-6-(1-{[6-(1-hydroxycyclopentyl)-2-pyridinyl]methyl}-1H-1,2,3-triazol-4-yl)-4-pyrimidinyl]benzonitrile C1(CCCC1)NC1=NC(=CC(=N1)C=1C=C(C#N)C=CC1)C=1N=NN(C1)CC1=NC(=CC=C1)C1(CCCC1)O